dihydrochloride adipate salt C(CCCCC(=O)O)(=O)O.Cl.Cl